(2S)-2-[1-(1-Fluorocyclopropan-1-carbonyl)-1,2,3,4-tetrahydrochinolin-6-yl]-N-(5-fluoropyridin-2-yl)propanamid FC1(CC1)C(=O)N1CCCC2=CC(=CC=C12)[C@@H](C(=O)NC1=NC=C(C=C1)F)C